3-[5-(difluoromethyl)-1,3,4-oxadiazol-2-yl]-6-{[(4-fluorophenyl)methyl][(oxan-4-yl)methyl]amino}-6,7-dihydro-5H-pyrrolo[3,4-b]pyridin-5-one FC(C1=NN=C(O1)C=1C=C2C(=NC1)CN(C2=O)N(CC2CCOCC2)CC2=CC=C(C=C2)F)F